methyl valerate (methyl pentanate) CC(C(=O)O)CCC.C(CCCC)(=O)OC